O1C(CCCC1)N1N=CC2=C1N=CC=C2C=O 1-(2-tetrahydropyranyl)-1H-pyrazolo[3,4-b]pyridine-4-carbaldehyde